methyl (1R,3R,4S,5R)-4-amino-3-((((1s,4S)-4-phenylcyclohexyl)oxy)-methyl)-2-azabicyclo[3.2.0]heptane-2-carboxylate N[C@@H]1[C@@H](N([C@@H]2CC[C@H]12)C(=O)OC)COC1CCC(CC1)C1=CC=CC=C1